(R or S)-2-(3-(2-(2-fluoro-5-(trifluoromethoxy)benzyl)-2H-tetrazol-5-yl)phenyl)-2-hydroxypropane-1-sulfonamide FC1=C(CN2N=C(N=N2)C=2C=C(C=CC2)[C@@](CS(=O)(=O)N)(C)O)C=C(C=C1)OC(F)(F)F |o1:15|